5-(((S)-1-((1R,3R)-3-((S)-2-Methyl-4-(5-(pentafluoro-λ6-sulfanyl)pyridin-2-yl)piperazine-1-carbonyl)cyclobutoxy)propan-2-yl)amino)-4-(triFluoromethyl)pyridazin-3(2H)-one C[C@@H]1N(CCN(C1)C1=NC=C(C=C1)S(F)(F)(F)(F)F)C(=O)C1CC(C1)OC[C@H](C)NC1=C(C(NN=C1)=O)C(F)(F)F